3-[[(2R)-azetidin-2-yl]methyl]-2-[[4-[6-[(4-cyano-2-fluoro-phenyl)methoxy]-2-pyridyl]-2-fluoro-phenyl]methyl]benzimidazole-5-carboxylic acid N1[C@H](CC1)CN1C(=NC2=C1C=C(C=C2)C(=O)O)CC2=C(C=C(C=C2)C2=NC(=CC=C2)OCC2=C(C=C(C=C2)C#N)F)F